ClC1=C(C=C(C=C1)F)C1(NC(C2=C3C(=CC(=C12)NC(C1=CC(=CC(=C1)C(F)(F)F)F)=O)OC(N3)=O)=O)O N-(6-(2-chloro-5-fluorophenyl)-6-hydroxy-2,8-dioxo-1,6,7,8-tetrahydro-2H-oxazolo[4,5-e]isoindol-5-yl)-3-fluoro-5-(trifluoromethyl)benzamide